CN1N=C(C=C1)C1=NN=C(O1)C(=O)N1[C@@H](C2=C(CC1)NC=N2)C2=NN1C(C=CC(=C1)C(F)(F)F)=C2 (S)-(5-(1-methyl-1H-pyrazol-3-yl)-1,3,4-oxadiazol-2-yl)(4-(6-(trifluoromethyl)pyrazolo[1,5-a]pyridin-2-yl)-6,7-dihydro-1H-imidazo[4,5-c]pyridin-5(4H)-yl)methanone